C(C)OC(=O)C1=CC2=C(N3C(S2)=NC(=C3)C3=C(C=C(C=C3)[C@H]3NC(CC3)=O)F)C=C1 (S)-2-(2-fluoro-4-(5-oxopyrrolidin-2-yl)phenyl)benzo[d]imidazo[2,1-b]thiazole-7-carboxylic acid ethyl ester